(3R)-3-amino-8-fluoro-7-[5-(5-methyl-1,3,4-oxadiazol-2-yl)-1,2,4-oxadiazol-3-yl]-1,1-dioxo-5-[[4-(trifluoromethoxy)phenyl]methyl]-2,3-dihydro-1λ6,5-benzothiazepin-4-one N[C@H]1CS(C2=C(N(C1=O)CC1=CC=C(C=C1)OC(F)(F)F)C=C(C(=C2)F)C2=NOC(=N2)C=2OC(=NN2)C)(=O)=O